methyl 3-(9-((4-(aminomethyl)phenyl)carbamoyl)-4,5-dihydrobenzo[b]thieno[2,3-d]oxepin-8-yl)-6-((1-(methoxycarbonyl)cyclohexyl)carbamoyl)picolinate NCC1=CC=C(C=C1)NC(=O)C1=CC2=C(OCCC3=C2SC=C3)C=C1C=1C(=NC(=CC1)C(NC1(CCCCC1)C(=O)OC)=O)C(=O)OC